CC(C(=O)SCCOP(=O)(OC1=CC=C(C=C1)[N+](=O)[O-])OC1=CC=C(C=C1)Br)(C)C S-(2-(((4-bromophenoxy) (4-nitrophenoxy) phosphoryl) oxy) ethyl) 2,2-dimethylthiopropionate